tert-butyl (S)-5-bromo-1-(((4-(methoxycarbonyl)pyridin-3-yl) amino)methyl)isoindoline-2-carboxylate BrC=1C=C2CN([C@@H](C2=CC1)CNC=1C=NC=CC1C(=O)OC)C(=O)OC(C)(C)C